5-amino-6-(2-chloro-5-fluorophenyl)-3-[(difluoromethyl)oxy]-6-hydroxy-2-methyl-7,8-dihydro-6H-pyrrolo[4,3-g]indazol-8-one NC1=CC2=C(N(N=C2C2=C1C(NC2=O)(O)C2=C(C=CC(=C2)F)Cl)C)OC(F)F